ethyl 2-(2-((5-(3-(aminomethyl)phenyl)-1-methyl-1H-indazol-3-yl)methoxy)-4-methoxyphenyl)acetate NCC=1C=C(C=CC1)C=1C=C2C(=NN(C2=CC1)C)COC1=C(C=CC(=C1)OC)CC(=O)OCC